N[C@H](C(=O)OC)CC(C)(C)C methyl (2S)-2-amino-4,4-dimethyl-pentanoate